C(CCCCC)C(C(=O)[O-])(CCCCCCCC)CCCCCCCC 2-Hexyl-2-octyldecanoat